CC(C)C[C@@H](C(=O)N[C@@H](CC(C)C)C(=O)N[C@@H](CC(=O)N)C(=O)O)N The molecule is a tripeptide composed of two L-leucine units joined to L-asparagine by a peptide linkage. It has a role as a metabolite. It derives from a L-leucine and a L-asparagine.